COC1=NC=C(C(=N1)OC)C=1C=C(C=2N(N1)C=C(N2)C(=O)OCC)[C@@H]2[C@H](C2)C2=CC=C(C=C2)F Ethyl 6-(2,4-dimethoxypyrimidin-5-yl)-8-[(1S,2S)-2-(4-fluorophenyl)cyclopropyl]imidazo[1,2-b]pyridazine-2-carboxylate